6-(pyrrolidon-1-yl)nicotinate N1(C(CCC1)=O)C1=NC=C(C(=O)[O-])C=C1